4-amino-N,1-dimethyl-N-((5R)-2-(trifluoromethyl)-6,7-dihydro-5H-cyclopenta[b]pyridin-5-yl)-1H-pyrazolo[4,3-c]quinoline-8-carboxamide NC1=NC=2C=CC(=CC2C2=C1C=NN2C)C(=O)N([C@@H]2CCC1=NC(=CC=C12)C(F)(F)F)C